COC(=O)C1=C(C=C(C=C1)NC=1N=CC2=C(N1)CN(CC2)C(=O)OC(C)(C)C)C tert-butyl 2-{[4-(methoxycarbonyl)-3-methylphenyl]amino}-5H,6H,7H,8H-pyrido[3,4-d]pyrimidine-7-carboxylate